C(C)(C)C1=C(NC=2C1=NC(=CC2)C2NCCNC2)C=2C(=C(C=1N(C2)N=CN1)C)C 6-(3-isopropyl-5-(piperazin-2-yl)-1H-pyrrolo[3,2-b]pyridin-2-yl)-7,8-dimethyl-[1,2,4]triazolo[1,5-a]pyridine